CC1(OB(OC1(C)C)C=1C=NN(C1C#N)COCC[Si](C)(C)C)C 4-(4,4,5,5-tetramethyl-1,3,2-dioxaborolan-2-yl)-1-((2-(trimethylsilyl)ethoxy)methyl)-1H-pyrazole-5-carbonitrile